trifluorostyrene C1=CC=C(C=C1)C(=C(F)F)F